6-N-[(1-aminocyclopropyl)methyl]-1-methyl-4-N-[3-(trifluoromethyl)phenyl]pyrazolo[3,4-d]pyrimidine-4,6-diamine NC1(CC1)CNC1=NC(=C2C(=N1)N(N=C2)C)NC2=CC(=CC=C2)C(F)(F)F